5-cyclohexyl-4-(2,6-dimethoxyphenyl)-2-phenyloxazole C1(CCCCC1)C1=C(N=C(O1)C1=CC=CC=C1)C1=C(C=CC=C1OC)OC